N1=C(N)NC(=O)C=2N=CCNC12 7,8-dihydropterin